C(C)(C)(C)OC(=O)N1C[C@@H]([C@H](C1)NC1=NC(=CC=C1)C1=CN=C2N1N=C(C=C2)OC)F.BrCCC=2C=NN(C2)C2=CC=NC1=CC(=CC=C21)OC 4-[4-(2-bromoethyl)pyrazol-1-yl]7-methoxy-quinoline tert-butyl-(3S,4S)-3-fluoro-4-[[6-(6-methoxyimidazo[1,2-b]pyridazin-3-yl)-2-pyridyl]amino]pyrrolidine-1-carboxylate